7-Hydroxy-2,3,4,5-tetrahydro-1H-benzofuro[2,3-c]azepin-1-one OC=1C=CC2=C(C1)C1=C(C(NCCC1)=O)O2